C(C)OC(\C=C\CCCCCCCCCCCC)=O (2e)-pentadecenoic acid ethyl ester